C1(NCCN2C1=CC=1CCCCC21)=O 3,4,6,7,8,9-hexahydropyrazino[1,2-a]indol-1-one